O.[S-]C#N.[Na+] sodium thiocyanate hydrate